C1(CC1)N=S(=O)(C)C=1C=CC2=C(C=C(S2)C(=O)OC)C1 methyl 5-(N-cyclopropyl-S-methyl-sulfonimidoyl)benzothiophene-2-carboxylate